FC1(CNC(N(C1)C(CN1CCOCC1)C1=CN=C(S1)NC(OC(C)(C)C)=O)=C=O)F tert-butyl N-[5-[1-(5,5-difluoro-2-carbonyl-hexahydropyrimidin-1-yl)-2-morpholino-ethyl]thiazol-2-yl]carbamate